4-[4-(2H3)methyl-1,2,4-triazol-3-yl]piperidine hydrochloride Cl.C(N1C(=NN=C1)C1CCNCC1)([2H])([2H])[2H]